FC=1C(=C(C=2C3=C(C(NC2C1)(C)C)N=NN3C)C)C=3C=C(C=C1C(=CNC31)C)F 7-Fluoro-8-(5-fluoro-3-methyl-1H-indol-7-yl)-1,4,4,9-tetramethyl-5H-triazolo[4,5-c]chinolin